BrC1=CC=CC=2N(N=NC21)C 4-bromo-1-methyl-1H-benzo[d][1,2,3]triazole